CC1=CN=C(S1)C=1C=C(C(=O)N[C@H](C)C=2C=NC(=NC2)C(F)(F)F)C=C(C1)OC1CCOCC1 3-(5-Methyl-1,3-thiazol-2-yl)-5-(tetrahydro-2H-pyran-4-yloxy)-N-{(1R)-1-[2-(trifluoromethyl)pyrimidin-5-yl]ethyl}benzamide